N-{5-[6-(5-chloro-2-fluorophenyl)-2H,3H,4H-pyrido[3,2-b][1,4]oxazin-8-yl]pyridin-3-yl}-3-(4-methyl-2-oxopiperazin-1-yl)propanamide ClC=1C=CC(=C(C1)C=1C=C(C=2OCCNC2N1)C=1C=C(C=NC1)NC(CCN1C(CN(CC1)C)=O)=O)F